(2S,5S)-1-acetyl-5-(p-nitrobenzenesulfonyloxy)-piperidine C(C)(=O)N1CCC[C@@H](C1)OS(=O)(=O)C1=CC=C(C=C1)[N+](=O)[O-]